ClC1=C(C=CC=C1NC=1N=CC=C2C=C(C=NC12)CN1C[C@@H](CC1)O)C1=C(C(=CC=C1)C=1OC2=C(N1)C=C(C=C2C#N)CN2CCCC2)C (R)-1-((2-(2'-Chloro-3'-(3-(((R)-3-hydroxypyrrolidin-1-yl)methyl)-1,7-naphthyridin-8-ylamino)-2-methylbiphenyl-3-yl)-7-cyanobenzo[d]oxazol-5-yl)methyl)pyrrolidin